1,7-dimethyl-1,7-heptanedicarboxylic acid CC(CCCCCC(C(=O)O)C)C(=O)O